Cl[Co]Cl dichlorocobalt (II)